ClC1=NC(=C2CC(OC3=CSC1=C32)C)C 8-chloro-4,6-dimethyl-4,5-dihydro-3-oxa-1-thia-7-azaacenaphthylene